CO[C@H]1[C@@H](SC2=C(C=CC(=C2)Br)Cl)O[C@@H]([C@@H]([C@@H]1N1N=NC(=C1)C=1SC=CN1)O)CO 5-bromo-2-chlorophenyl 3-deoxy-2-O-methyl-3-[4-(2-thiazolyl)-1H-1,2,3-triazol-1-yl]-1-thio-alpha-D-galactopyranoside